C1(=CC=CC=C1)C=1C=CC2=C(N=C(O2)S)C1 5-phenylbenzo[d]oxazole-2-thiol